FC1=C(C=CC(=C1F)OC)C1=CN=C(N1C)C(=O)N 5-(2,3-difluoro-4-methoxyphenyl)-1-methyl-imidazole-2-carboxamide